2-{2-[4-(6-fluoro-benzo[d]isoxazol-3-yl)-piperidin-1-yl]-ethyl}-7-methyl-2H-pyrrolo[1,2-a]pyrazin-1-one FC1=CC2=C(C(=NO2)C2CCN(CC2)CCN2C(C=3N(C=C2)C=C(C3)C)=O)C=C1